sulphydryl-dopa SN[C@H](C(=O)O)CC1=CC=C(O)C(O)=C1